N-(2-chloropyrimidin-4-yl)-5-fluoro-8-methylcinnolin-4-amine ClC1=NC=CC(=N1)NC1=CN=NC2=C(C=CC(=C12)F)C